Dimethylinden CC=1C(C2=CC=CC=C2C1)C